tert-amyliminotris(dimethylamino)tantalum C(C)(C)(CC)N=[Ta](N(C)C)(N(C)C)N(C)C